ClC=1C=C(C=CC1)C1=CN(C=2N=CN=C(C21)NCC(C(=O)O)C)COCC[Si](C)(C)C 3-((5-(3-chlorophenyl)-7-((2-(trimethylsilyl)ethoxy)methyl)-7H-pyrrolo[2,3-d]pyrimidin-4-yl)amino)-2-methylpropanoic acid